5-amino-1-tert-butyl-1H-imidazole-4-carboxylic acid NC1=C(N=CN1C(C)(C)C)C(=O)O